NC1=C(C=C(C2=CC=CC(=C12)O)S(=O)(=O)[O-])S(=O)(=O)[O-] 4-amino-5-hydroxynaphthalene-1,3-disulfonate